OC1CC(C1)COC1=NN=C(S1)NC(=O)C=1C=NC(=CC1C1=CC(=NC=C1OC)C)C N-(5-(((1s,3s)-3-hydroxycyclobutyl)methoxy)-1,3,4-thiadiazol-2-yl)-5'-methoxy-2',6-dimethyl-[4,4'-bipyridine]-3-carboxamide